(4-(5-(2-fluorophenyl)-1,3,4-thiadiazol-2-yl)benzyl)glycine FC1=C(C=CC=C1)C1=NN=C(S1)C1=CC=C(CNCC(=O)O)C=C1